BrC1=C(C(=O)C2(CCC(CC2)C[C@H](C)NC(OC(C)(C)C)=O)O)C=C(C=C1)C#N tert-butyl ((S)-1-(cis-4-(2-bromo-5-cyanobenzoyl)-4-hydroxycyclohexyl)propan-2-yl)carbamate